4,4-dimethoxy-2-(1H-pyrazole-4-carbonyl)butyronitrile COC(CC(C#N)C(=O)C=1C=NNC1)OC